P(=O)(O)(O)O.N1=C(N=C2N=CNC2=C1N)C(C(CC(=O)O)(O)C(=O)O)C(=O)O.O=C[C@H](O)[C@@H](O)[C@H](O)[C@H](O)CO glucose adeninecitrate phosphate